B(O)(O)CCC[C@H]1[C@H](NC[C@@H]1NC(=O)[C@H]1NCCC1)C(=O)O (2S,3R,4R)-3-(3-boronopropyl)-4-((S)-pyrrolidine-2-carboxamido)pyrrolidine-2-carboxylic acid